CC(CCN[C@@H](CC(=O)O)C=O)(C)C (S)-3-((3,3-dimethylbutyl)amino)-4-oxobutanoic acid